2-chloro-5-nitro-N-(2-(pyridin-2-yl)ethyl)benzenesulfonamide ClC1=C(C=C(C=C1)[N+](=O)[O-])S(=O)(=O)NCCC1=NC=CC=C1